C/C=1/C(CC\C(=C/CC\C(=C/C/C1)\C)\C)C(C)=O 1-((2E,5Z,9Z)-2,6,10-trimethylcyclododeca-2,5,9-trien-1-yl)ethan-1-one